C(C=C)(=O)N1C[C@H](CC1)N1C(C(=NC=2C=NC(=NC12)NC1=C(C=C(C=C1)N1CCN(CC1)C)OC)C1=CC=CC=C1)=O (S)-8-(1-acryloyl-3-pyrrolidinyl)-2-((2-methoxy-4-(4-methyl-1-piperazinyl)phenyl)amino)-6-phenyl-7(8H)-pteridinone